5-((6-((5-chloro-2-(3-(trifluoromethyl)-1H-pyrazol-1-yl)pyrimidin-4-yl)amino)-3-methyl-2-oxo-2,3-dihydro-1H-benzo[d]imidazol-1-yl)methyl)-5-ethyl-3-methyl-oxazolidin-2-one ClC=1C(=NC(=NC1)N1N=C(C=C1)C(F)(F)F)NC=1C=CC2=C(N(C(N2C)=O)CC2(CN(C(O2)=O)C)CC)C1